ClC1=CC(=C(C=C1)C1(OC2=C(O1)C=CC=C2C2=CC(=C(CC1=NC3=C(N1C[C@H]1OCC1)C=C(C=C3)C(=O)OC)C=C2F)F)C)F methyl 2-(4-(2-(4-chloro-2-fluorophenyl)-2-methylbenzo[d][1,3]dioxol-4-yl)-2,5-difluorobenzyl)-1-(((S)-oxetan-2-yl)methyl)-1H-benzo[d]imidazole-6-carboxylate